CC(CC)=NCCC[Si](OC)(OC)OC N-(1-methylpropylidene)-3-(trimethoxysilyl)-1-propylamine